sodium aminoglutamate NN[C@@H](CCC(=O)[O-])C(=O)[O-].[Na+].[Na+]